CN(C(=O)[C@@H]1CN(CC[C@H]1NC(=O)C1=NOC(=C1)C1=C(C=C(C=C1)F)F)CC1CC1)CCC1=NC=CC=C1 (3R,4R)-1-cyclopropylmethyl-4-{[5-(2,4-difluoro-phenyl)-isoxazole-3-carbonyl]-amino}-piperidine-3-carboxylic acid methyl-(2-pyridin-2-yl-ethyl)-amide